1-Benzyl-N-(2-(1,2-dimethyl-1H-imidazol-5-yl)-4-methyl-5-oxo-5,6,7,8-tetrahydro-4H-pyrazolo[1,5-a][1,3]diazepin-6-yl)-1H-1,2,4-triazol-3-carboxamid C(C1=CC=CC=C1)N1N=C(N=C1)C(=O)NC1C(N(C=2N(CC1)N=C(C2)C2=CN=C(N2C)C)C)=O